3-phenylbenzimidazolo[2,1-b][1,3]benzothiazin-12-one C1(=CC=CC=C1)C1=CC2=C(C(N3C(S2)=NC2=C3C=CC=C2)=O)C=C1